ClC1=C(C=2N=C(N=C(C2C(=N1)OCC)N1C[C@@](CCC1)(O)C)SC)F (3R)-1-(7-chloro-5-ethoxy-8-fluoro-2-methylsulfanyl-pyrido[4,3-d]pyrimidin-4-yl)-3-methyl-piperidin-3-ol